NC=1C=NN2C1C=CC=C2CO (3-aminopyrazolo[1,5-a]pyrid-7-yl)methanol